C(C)(C)N(C1=CC=C(C=C1)Br)C(C)C N,N-diisopropyl-p-bromoaniline